triethyldiphenylzinc ammonium dithiophosphate P(=S)([S-])([O-])[O-].[NH4+].C(C)C1=C(C(=C(C=C1)[Zn]C1=CC=CC=C1)CC)CC.[NH4+].[NH4+]